2-methoxy-8-azabicyclo[3.2.1]octane COC1C2CCC(CC1)N2